2-chloro-3-[(E)-2-nitrovinyl]quinoline ClC1=NC2=CC=CC=C2C=C1\C=C\[N+](=O)[O-]